(3R)-4-(7-((3-azabicyclo[3.1.0]hex-3-yl)methyl)-2-chloro-thieno[3,2-d]pyrimidin-4-yl)-3-methylmorpholine C12CN(CC2C1)CC1=CSC2=C1N=C(N=C2N2[C@@H](COCC2)C)Cl